BrC1=CC2=C(C3=CC=CC=C3C(=C2C=C1)OCC(CCCC)CC)OCC(CCCC)CC 2-bromo-9,10-bis(2-ethylhexyl-oxy)anthracene